5-chloro-3-((5-(3-(4-methyl-1,4-diazepane-1-carboyl)phenyl)furan-2-yl)methylene)indolin-2-one ClC=1C=C2C(C(NC2=CC1)=O)=CC=1OC(=CC1)C1=CC(=CC=C1)C(=O)N1CCN(CCC1)C